Methyl 5-hydroxy-1-(2-methylbenzyl)-2-oxo-2,3-dihydro-1H-benzo[b]azepine-4-carboxylate OC=1C2=C(N(C(CC1C(=O)OC)=O)CC1=C(C=CC=C1)C)C=CC=C2